C(C)C1(CCC=2C1=NC(=CC2)NC2=NC(=NC=C2C#N)NC2=CC=C(C=C2)N2C1CN(CC2CC1)C)O 4-[(7-ethyl-7-hydroxy-5,6-dihydrocyclopenta[b]pyridin-2-yl)amino]-2-[4-(3-methyl-3,8-diazabicyclo[3.2.1]octan-8-yl)anilino]pyrimidine-5-carbonitrile